C(CCCCCCCCCCCCCCCCC)OCCCO 3-(octadecyloxy)propan-1-ol